OCCOC(C(=O)C1=CC=CC=C1)(C)C (2-hydroxyethoxy)2-methyl-propiophenone